(R)-N-(4-(3-((5-chloropyrimidin-2-yl)amino)pyrrolidine-1-carbonyl)-2-methylphenyl)acrylamide ClC=1C=NC(=NC1)N[C@H]1CN(CC1)C(=O)C1=CC(=C(C=C1)NC(C=C)=O)C